8-amino-N-(3-(3-aminoprop-1-yn-1-yl)phenyl)octanamide NCCCCCCCC(=O)NC1=CC(=CC=C1)C#CCN